Ethyl 2-((4-(4-((4-chloro-2-fluorobenzyl) oxy)-5-fluoropyrimidin-2-yl) piperazin-1-yl) methyl)-1-((1-ethyl-1H-imidazol-5-yl) methyl)-1H-thieno[2,3-d]imidazole-5-carboxylate ClC1=CC(=C(COC2=NC(=NC=C2F)N2CCN(CC2)CC=2N(C3=C(N2)SC(=C3)C(=O)OCC)CC3=CN=CN3CC)C=C1)F